2-(4-fluorophenyl)-3-(4,4,5,5-tetramethyl-1,3,2-dioxaborolan-2-yl)-4H,6H,7H-pyrazolo[3,2-c][1,4]oxazine FC1=CC=C(C=C1)C=1C(=C2COCCN2N1)B1OC(C(O1)(C)C)(C)C